(1R,6S)-2,2-difluoro-6-{[1-(propan-2-yl)piperidin-4-yl]oxy}cyclohexan-1-amine FC1([C@@H]([C@H](CCC1)OC1CCN(CC1)C(C)C)N)F